FC=1C(=NC(=CC1B1OC(C(O1)(C)C)(C)C)C)N(CC1=CC=C(C=C1)OC)CC1=CC=C(C=C1)OC 3-Fluoro-N,N-bis(4-methoxybenzyl)-6-methyl-4-(4,4,5,5-tetramethyl-1,3,2-dioxaborolan-2-yl)pyridin-2-amine